2-(benzo[d][1,3]dioxol-5-yloxy)-N-((2,4-dimethoxyphenyl)carbamoyl)acetamide O1COC2=C1C=CC(=C2)OCC(=O)NC(NC2=C(C=C(C=C2)OC)OC)=O